mono(1,1-dimethyl-2-propenyl)ether CC(C=C)(C)OC(C=C)(C)C